(S)-11-chloro-3-(pyridin-2-yloxy)-10-(trifluoromethyl)-3,4-dihydro-2H,6H-[1,4]thiazepino[2,3,4-ij]quinazoline-6,8(7H)-dione ClC1=C(C=C2C(NC(N3C2=C1SC[C@H](C3)OC3=NC=CC=C3)=O)=O)C(F)(F)F